diethyl(2-methoxyEthyl)methylammonium bis(fluorosulfonyl)imide CC[N+](C)(CC)CCOC.[N-](S(=O)(=O)F)S(=O)(=O)F